1,1'-[(difluoromethylene)bis(oxy)]-bis(2,2,2-trifluoroethane) FC(OCC(F)(F)F)(OCC(F)(F)F)F